4-(1-fluoro-1-((3-fluorophenyl)sulfonyl)ethyl)-N-(5-fluoro-pyridin-3-yl)piperidine-1-carboxamide FC(C)(S(=O)(=O)C1=CC(=CC=C1)F)C1CCN(CC1)C(=O)NC=1C=NC=C(C1)F